1-propyl-aziridine C(CC)N1CC1